BrC1=CC=2SC(=CC2S1)C1=CC=C(C=C1)CCC 5-bromo-2-(4-propylphenyl)thieno[3,2-b]thiophene